N-(4-Ethynyl-3,5-difluorophenyl)-2-(2-fluoro-3-(trifluoromethyl)phenyl)acetamide C(#C)C1=C(C=C(C=C1F)NC(CC1=C(C(=CC=C1)C(F)(F)F)F)=O)F